N1C(=NC=C1)CC1CCN(CC1)C(=O)C1=CC=C(C=C1)C1=CC=C(C=C1)C(F)F (4-((1H-Imidazol-2-yl)methyl)piperidin-1-yl)(4'-(difluoromethyl)-[1,1'-biphenyl]-4-yl)methanon